N-(2-(6-(Piperazin-1-ylmethyl)benzofuran-2-yl)phenyl)biphenyl-4-carboxamid Hydrochlorid Cl.N1(CCNCC1)CC1=CC2=C(C=C(O2)C2=C(C=CC=C2)NC(=O)C2=CC=C(C=C2)C2=CC=CC=C2)C=C1